3-Cyano-5-fluorobenzoic acid ethyl ester C(C)OC(C1=CC(=CC(=C1)F)C#N)=O